CNC(=O)C1=NN(C=N1)CC=1SC(=CC1)C1=NOC(=N1)C(F)(F)F N-methyl-1-[[5-[5-(trifluoromethyl)-1,2,4-oxadiazol-3-yl]-2-thienyl]methyl]-1,2,4-triazole-3-carboxamide